N-(2-carbamoylpyridin-4-yl)-2-(4,4-difluoro-3-methylpiperidin-1-yl)-6-fluoroquinoline-3-carboxamide C(N)(=O)C1=NC=CC(=C1)NC(=O)C=1C(=NC2=CC=C(C=C2C1)F)N1CC(C(CC1)(F)F)C